CC1(C=C(CC1)B1OC(C(O1)(C)C)(C)C)C 2-(3,3-dimethylcyclopent-1-en-1-yl)-4,4,5,5-tetramethyl-1,3,2-diOxaborolane